methyl (S)-7-isopropyl-6,7-dihydro-5H-pyrrolo[3,4-b]pyridine-3-carboxylate C(C)(C)[C@@H]1NCC=2C1=NC=C(C2)C(=O)OC